C1(=CC=CC=C1)C1CC=2N(CC1)C=C(N2)C(=O)N 7-phenyl-5,6,7,8-tetrahydroimidazo[1,2-a]pyridine-2-carboxamide